4-(1-((2-((6-azaspiro[3.4]octane-6-yl)methyl)-1H-indol-6-yl)methyl)-1H-1,2,3-triazol-4-yl)-N-(2-chloroethyl)-1-(tetrahydro-2H-pyran-2-yl)-1H-indazol-6-amine C1CCC12CN(CC2)CC=2NC1=CC(=CC=C1C2)CN2N=NC(=C2)C2=C1C=NN(C1=CC(=C2)NCCCl)C2OCCCC2